C(C)O C1-ethanol